C(C)(=O)OC1=CC(=CC=C1)OC(C)=O 1,3-diacetoxybenzene